tert-butyl 4-(5-(8,8-difluoro-5,6,7,8-tetrahydroquinoxalin-5-yl)-3-methyl-6-oxo-5,6-dihydropyrido[2,3-b]pyrazin-7-yl)piperidine-1-carboxylate FC1(CCC(C=2N=CC=NC12)N1C(C(=CC=2C1=NC(=CN2)C)C2CCN(CC2)C(=O)OC(C)(C)C)=O)F